CN(C1CCC(CC1)N1C(NC2=C1C=C(C(=C2)C=2C=C(C=1N(C2)N=CN1)OC)C)=O)C 1-((1S,4S)-4-(Dimethylamino)cyclohexyl)-5-(8-methoxy-[1,2,4]triazolo[1,5-a]pyridin-6-yl)-6-methyl-1,3-dihydro-2H-benzo[d]imidazol-2-on